IC1=NN(C2=C1N=C(N=C2)NC2CCN(CC2)C(C)=O)COCC[Si](C)(C)C 1-(4-((3-iodo-1-((2-(trimethylsilyl)ethoxy)methyl)-1H-pyrazolo[4,3-d]pyrimidin-5-yl)amino)piperidin-1-yl)ethan-1-one